C(C=CCCCCCC)(=O)[O-] nonenoate